(S)-1'-(5-((2-amino-3-chloropyridin-4-yl)thio)-1H-imidazo[4,5-b]pyrazin-2-yl)-6-bromo-1,3-dihydrospiro[indene-2,4'-piperidin]-1-amine NC1=NC=CC(=C1Cl)SC=1N=C2C(=NC1)NC(=N2)N2CCC1(CC2)[C@@H](C2=CC(=CC=C2C1)Br)N